CC1(CCC2(CCC(O2)OCC(CO)(C)C)CC1)C 3-((8,8-dimethyl-1-oxaspiro[4.5]decan-2-yl)oxy)-2,2-dimethylpropane-1-ol